COC1=C(C=C(C=C1)OC)NC(=O)N1CC(CC1)(C=1SC=CN1)C1=CC(=C(C=C1)C)OC N-(2,5-dimethoxyphenyl)-3-(3-methoxy-4-methylphenyl)-3-(thiazol-2-yl)pyrrolidine-1-carboxamide